2,5-Dichloro-N4-(4-chloro-3,5-dimethoxyphenyl)pyrimidin-4-amine ClC1=NC=C(C(=N1)NC1=CC(=C(C(=C1)OC)Cl)OC)Cl